3-(2,6-difluoro-3,5-dimethoxyphenyl)-1-(isoxazol-3-ylmethyl)-1,3,4,7-tetrahydro-2H-pyrazolo[4',3':5,6]pyrido[4,3-d]pyrimidin-2-one FC1=C(C(=C(C=C1OC)OC)F)N1C(N(C2=C(C1)C=NC1=C2C=NN1)CC1=NOC=C1)=O